C12CN(CC2C1)CCOC1=CC=2N(C=C1)C(=CN2)C2=CC(=NC=N2)NCC2=CC=C(C=C2)C2=NN(N=C2)C (6-{7-[2-(3-aza-bicyclo[3.1.0]hex-3-yl)-ethoxy]-imidazo[1,2-a]pyridin-3-yl}-pyrimidin-4-yl)-[4-(2-methyl-2H-[1,2,3]triazol-4-yl)-benzyl]-amine